C(C)(C)(C)OC(N(C)C1CC2(C1)CC(C2)O)=O (6-Hydroxyspiro[3.3]hept-2-yl)(methyl)carbamic acid tert-butyl ester